4-chloro-2-(3,4-dimethoxyphenyl)-6-methyl-pyridazin-3-one ClC=1C(N(N=C(C1)C)C1=CC(=C(C=C1)OC)OC)=O